OC1=CC=C(C(O1)=O)CC 6-hydroxy-ethyl-2H-pyrone